N-(3,4-difluorobenzyl)-5-formylthiophene-2-carboxamide FC=1C=C(CNC(=O)C=2SC(=CC2)C=O)C=CC1F